ethyl 1-(1-(tetrahydro-2H-pyran-2-yl)-1H-pyrazol-4-yl)piperidine-4-carboxylate O1C(CCCC1)N1N=CC(=C1)N1CCC(CC1)C(=O)OCC